COC(C)COC(C)COC(C)COC(C)COC(C)COC(C)COC(C)COC(C)COC octapropylene glycol dimethyl ether